N,N,N-trimethylcyclohexylammonium C[N+](C)(C)C1CCCCC1